COC(CCCCC=O)C 6-methoxyheptanal